C(C)N1CCN(CC1)C(=O)C1=CC=C(C=C1)NC=1N=CC=2C=C3NNC(C4(N3C2N1)CCCCC4)=O 7'-((4-(4-ethylpiperazine-1-carbonyl)phenyl)amino)-1',2'-dihydro-3'H-spiro[cyclohexane-1,4'-pyrimido[5',4':4,5]pyrrolo[2,1-c][1,2,4]triazin]-3'-one